(1s,4s)-4-((5-(imidazo[1,2-b]pyridazin-6-yl)-4-(methylamino)-7H-pyrrolo[2,3-d]pyrimidin-2-yl)amino)-N,N-dimethylcyclohexane-1-carboxamide N=1C=CN2N=C(C=CC21)C2=CNC=1N=C(N=C(C12)NC)NC1CCC(CC1)C(=O)N(C)C